Benzo[1,2,3-cd]pyrene C1=CC2=C3C(CC4=CC=CC5=CC=C1C3=C45)=CC=C2